Methyl (2R)-2-(benzyloxycarbonylamino)-3-isopropoxy-propanoate C(C1=CC=CC=C1)OC(=O)N[C@@H](C(=O)OC)COC(C)C